CN(CCN(C1=C(C=C(C(=C1)OC)NC1=NC=NC(=C1)N1OCC[C@@H]1C1=CC(=CC=C1)C=1C=NC(=CC1)O)NC(C=C)=O)C)C (R)-N-(2-((2-(dimethylamino)-ethyl)(methyl)-amino)-5-((6-(3-(3-(6-hydroxy-pyridin-3-yl)phenyl)-isoxazolidin-2-yl)pyrimidin-4-yl)amino)-4-meth-oxyphenyl)acryl-amide